C(C1=CC=CC=C1)ON1[C@@H]2CC[C@H](N(C1=O)C2)C(NS(=O)(=O)C2=CC=C(C)C=C2)=N (2S,5R)-6-(benzyloxy)-7-oxo-N-tosyl-1,6-diazabicyclo[3.2.1]octane-2-carboximidamide